4-(N-(tert-Butyl)sulfamoyl)-N-(4-methyl-6-morpholinopyridin-2-yl)-2-(6-azaspiro[2.5]octan-6-yl)benzamide C(C)(C)(C)NS(=O)(=O)C1=CC(=C(C(=O)NC2=NC(=CC(=C2)C)N2CCOCC2)C=C1)N1CCC2(CC2)CC1